(R)-1-(3-(m-tolyl)-1,2,4-oxadiazol-5-yl)ethan-1-amine C1(=CC(=CC=C1)C1=NOC(=N1)[C@@H](C)N)C